(S)-oxetan-2-ylmethyl mesylate S(C)(=O)(=O)OC[C@H]1OCC1